COC1=C(C=CC(=C1)NC(CCC(=O)N1C=2N(CCC1)N=C(C2)C)=O)C2=CC=CC=C2 N-(2-methoxy-[1,1'-biphenyl]-4-yl)-4-(2-methyl-6,7-dihydropyrazolo[1,5-a]pyrimidin-4(5H)-yl)-4-oxobutanamide